[Si](C)(C)(C(C)(C)C)OCC1=CC=C(C=C1)N1N=NC(=C1COC1=CC=C(N=N1)N1CC(NCC1)=O)C 4-(6-((1-(4-(((tert-butyldimethylsilyl)oxy)methyl)phenyl)-4-methyl-1H-1,2,3-triazole-5-yl)methoxy)pyridazin-3-yl)piperazin-2-one